C(#N)C1=C(C=NN1[C@H]1COCC1)C=1C(=C(C=CC1)NC1=C(N=NC(=C1)NC(=O)C1CC1)C(=O)N)OC (R)-4-((3-(5-cyano-1-(tetrahydrofuran-3-yl)-1H-pyrazol-4-yl)-2-methoxyphenyl)amino)-6-(cyclopropanecarboxamido)pyridazine-3-carboxamide